O[C@@H](C(=O)OCC1=CC=CC=C1)CO (R)-benzyl 2,3-dihydroxypropionate